C(C1=CC=CC=C1)[C@@H]1N(C(OC1)=O)C([C@@H](CC1=CC(=CC(=C1)OC)Br)[C@@H]1CN(CC1)C(=O)OC(C)(C)C)=O tert-butyl (3R)-3-[(2S)-1-[(4S)-4-benzyl-2-oxo-1,3-oxazolidin-3-yl]-3-(3-bromo-5-methoxyphenyl)-1-oxopropane-2-yl]pyrrolidine-1-carboxylate